(S)-4-((1-(4-chloro-8-(2-methoxyethoxy)-1-oxo-2-phenyl-1,2-dihydroisoquinolin-3-yl)ethyl)amino)pyrido[2,3-d]pyrimidin-5(8H)-one tert-butyl-((3S)-2-hydroxy-3-methylheptan-3-yl)carbamate C(C)(C)(C)N(C(O)=O)[C@](C(C)O)(CCCC)C.ClC1=C(N(C(C2=C(C=CC=C12)OCCOC)=O)C1=CC=CC=C1)[C@H](C)NC=1C2=C(N=CN1)NC=CC2=O